FC1=C(C=C(C=C1)NC(=O)C1=C(N(C(=C1C)C(C(=O)NC(CO)(C)C)=O)C)C)C N-(4-fluoro-3-methylphenyl)-5-(2-((1-hydroxy-2-methylpropan-2-yl)amino)-2-oxoacetyl)-1,2,4-trimethyl-1H-pyrrole-3-carboxamide